(S)-4-amino-6-((1-(3-chloro-6-phenylimidazo[1,2-b]pyridazin-7-yl)ethyl)amino)pyrimidinecarbonitrile NC1=NC(=NC(=C1)N[C@@H](C)C1=CC=2N(N=C1C1=CC=CC=C1)C(=CN2)Cl)C#N